CC=1C(=CC=C2C=CC=NC12)C1=CC=C(OC2CCN(CC2)C=O)C=C1 [4-[4-(8-methyl-7-quinolyl)phenoxy]-1-piperidyl]methanone